OC1N(CCCC1)C HYDROXY-METHYL-PIPERIDIN